OC1=C(C=CC(=C1)O)C(C=CC1=NC=CC=C1)=O 1-(2,4-dihydroxyphenyl)-3-(pyridin-2-yl)prop-2-en-1-one